O1NC=CC=C2C1=CC=CC=C2 cycloheptaoxazepine